tert-butyl 4-(1-(3-bromo-2-carbamoylphenyl)-3-ethyl-3-methyl-2-oxoindolin-5-yl)piperidine-1-carboxylate BrC=1C(=C(C=CC1)N1C(C(C2=CC(=CC=C12)C1CCN(CC1)C(=O)OC(C)(C)C)(C)CC)=O)C(N)=O